3-hydroxy-8-iodonaphthalen OC=1C=CC2=C(C=CC=C2C1)I